(s)-carvone CC1=CC[C@@H](CC1=O)C(=C)C